C(C)OC(=O)C1(OC(=CC1)CCCCCC)C 2-methyl-5-hexylfurancarboxylic acid ethyl ester